1,3-Dimethyl-4-(4-(3-(1-methyl-1H-indazol-6-yl)-1,4-dihydrothieno[2',3':4,5]cyclopenta[1,2-c]pyrazol-6-yl)benzyl)piperazin-2-one CN1C(C(N(CC1)CC1=CC=C(C=C1)C1=CC2=C(CC3=C2NN=C3C3=CC=C2C=NN(C2=C3)C)S1)C)=O